(((2R,3S,5R)-5-(2-amino-6-mercapto-9H-purin-9-yl)-3-hydroxytetrahydrofuran-2-yl)methoxy)phosphonic acid methyl ester COP(O)(=O)OC[C@H]1O[C@H](C[C@@H]1O)N1C2=NC(=NC(=C2N=C1)S)N